CC1(N2C(OC1)=C(C=N2)[S@@](=O)(N)=NC(NC2=C1C(=CC=3CCCC23)CC1)=O)C (R)-3,3-dimethyl-N'-((2,4,5,6-tetrahydro-1H-cyclobuta[f]inden-3-yl)carbamoyl)-2,3-dihydropyrazolo[5,1-b]oxazole-7-sulfonimidamide